N-(4-(4-aminopiperidin-1-yl)phenyl)methanesulfonamide NC1CCN(CC1)C1=CC=C(C=C1)NS(=O)(=O)C